FC=1C=C2CC(CC2=CC1F)NC(=O)C1=CC=NC=2N1N=C(C2C(=O)N)COC N7-(5,6-difluoroindan-2-yl)-2-(methoxymethyl)pyrazolo[1,5-a]pyrimidine-3,7-dicarboxamide